C(CC)N1[SiH](CC[SiH2]1)C 1-n-Propyl-2-methyl-1-aza-2,5-Disilacyclopentan